acetone-13C3 [13CH3][13C](=O)[13CH3]